ClC1=CC(=C(C=C1C)O)C1CCCCC1 4-chloro-2-cyclohexyl-5-methylphenol